8-(4-(4-((2-(2,6-dioxopiperidin-3-yl)-1,3-dioxoisoindolin-4-yl)glycyl)piperazin-1-yl)piperidin-1-yl)-9-ethyl-6,6-dimethyl-11-oxo-6,11-dihydro-5H-benzo[b]carbazole-3-carbonitrile O=C1NC(CCC1N1C(C2=CC=CC(=C2C1=O)NCC(=O)N1CCN(CC1)C1CCN(CC1)C=1C(=CC2=C(C(C=3NC4=CC(=CC=C4C3C2=O)C#N)(C)C)C1)CC)=O)=O